FC=1C=NC=CC1CCC(=O)OCC ethyl 3-(3-fluoropyridin-4-yl)propanoate